BrC=1SC=C(N1)C1=C(C(\C(\C1)=N\OCC(=O)NC1=CC=C(C(=O)C2=CC=C(C=C2)NC(CCC#C)=O)C=C1)O)C (E)-N-(4-(4-(2-(((4-(2-bromothiazol-4-yl)-2-hydroxy-3-methylcyclopent-3-en-1-ylidene)amino)oxy)acetamido)benzoyl)phenyl)pent-4-ynamide